C(C)(C)(C)C1=C(C(=CC(=C1)C(C)(C)C)C1=NC2=C(N1C1=C(C=C(C=C1)C(C)(C)C)C1=CC=CC=C1)C=CC=C2C2=CC(=CC(=C2)C=2N(C1=NC=NC=C1N2)C2=C(C=C(C=C2)C(C)(C)C)C2=CC=CC=C2)C(C)(C)C)O 2,4-di-tert-butyl-6-(4-(3-(tert-butyl)-5-(9-(5-(tert-butyl)-[1,1'-bi-phenyl]-2-yl)-9H-purin-8-yl)phenyl)-1-(5-(tert-butyl)-[1,1'-biphenyl]-2-yl)-1H-benzo[d]imidazol-2-yl)phenol